2-aminoethyl-3-chloro-5-trifluoromethylpyridine NCCC1=NC=C(C=C1Cl)C(F)(F)F